BrC1=CC=C(C=C1)C=CC(=O)O 3-(4-bromophenyl)-2-propenoic acid